ONC(\C=C\C1=CC(=CC=C1)S(=O)(=O)N1C=CC2=CC(=CC=C12)OC)=O (E)-N-Hydroxy-3-(3-((5-methoxy-1H-indol-1-yl)sulfonyl)phenyl)acrylamide